(S)-3-(1-Oxo-5-(((S)-1-((2-(tetrahydro-2H-pyran-4-yl)quinolin-6-yl)methyl)pyrrolidin-3-yl)oxy)isoindolin-2-yl)piperidine-2,6-dione O=C1N(CC2=CC(=CC=C12)O[C@@H]1CN(CC1)CC=1C=C2C=CC(=NC2=CC1)C1CCOCC1)[C@@H]1C(NC(CC1)=O)=O